(1R,4S)-5-[5-cyano-2-(1-methyl-1H-pyrazol-4-yl)pyrimidin-4-yl]-N-ethyl-2,5-diazabicyclo[2.2.1]heptane-2-carboxamide C(#N)C=1C(=NC(=NC1)C=1C=NN(C1)C)N1[C@@H]2CN([C@@H](C1)C2)C(=O)NCC